C(CC)C1=C(C=C2C(C(=C(O2)C2=CC=C(C=C2)OC)C2=CC(=CC(=C2)OC)OC)=C1C(=O)N)OC n-propyl-2-(4-methoxyphenyl)-3-(3,5-dimethoxyphenyl)-6-methoxy-4-benzofurancarboxamide